4-amino-5-chloro-N-((1-((2-chloro-4-fluorophenyl)amino)cycloheptyl)methyl)-2-methoxybenzamide NC1=CC(=C(C(=O)NCC2(CCCCCC2)NC2=C(C=C(C=C2)F)Cl)C=C1Cl)OC